N1C=NC(=C1)C1=C(C=C(C=C1)I)N1CCC2(CC2)CC1 6-[2-(1H-imidazol-4-yl)-5-iodophenyl]-6-azaspiro[2.5]octane